N-(trans-4-(2-(4-(2,3-dichlorophenyl)-4,7-diazaspiro[2.5]octane-7-yl)ethyl)cyclohexyl)-1H-imidazole-2-carboxamide ClC1=C(C=CC=C1Cl)N1C2(CC2)CN(CC1)CC[C@@H]1CC[C@H](CC1)NC(=O)C=1NC=CN1